4-(3-Bromophenyl)piperazine BrC=1C=C(C=CC1)N1CCNCC1